2-((3aR,5R,6aS)-5-[(3,5-dimethylphenyl)methyl]-5-hydroxy-octahydrocyclopenta[c]pyrrol-2-yl)-1-(4-hydroxyphenyl)ethan-1-one ethyl-(R)-4-aminopentanoate HCl Cl.C(C)OC(CC[C@@H](C)N)=O.CC=1C=C(C=C(C1)C)CC1(C[C@@H]2[C@@H](CN(C2)CC(=O)C2=CC=C(C=C2)O)C1)O